C(CCCCCCCCCCCC=CCCCCCC)(=O)OCCCCCCCCCCCCCCCCCCCCCCCCCCCCCCCCCCCCCCC nonatriacontyl eicos-13-enoate